FC1=CC=CC(=N1)C(=O)N(C)OC 6-fluoro-N-methoxy-N-methylpyridineamide